C(C)(C)(C)OC(=O)N1C[C@@H](NCC1)CO (R)-3-hydroxymethylpiperazine-1-carboxylic acid tert-butyl ester